O=C1NC(CCC1N1C(C2=CC=CC(=C2C1=O)NCCCOCCOCCOCCCNC(=O)C1CN(CCN1)C(=O)[O-])=O)=O 3-((3-(2-(2-(3-((2-(2,6-dioxopiperidin-3-yl)-1,3-dioxoisoindolin-4-yl)amino)-propoxy)ethoxy)ethoxy)propyl)carbamoyl)piperazine-1-carboxylate